1-bromo-4-ethyl-2-nitrobenzene BrC1=C(C=C(C=C1)CC)[N+](=O)[O-]